2-((3-(4-((5-(trifluoromethyl)pyridin-2-yl)oxy)phenyl)-1,2,4-oxadiazol-5-yl)methyl)malonic acid FC(C=1C=CC(=NC1)OC1=CC=C(C=C1)C1=NOC(=N1)CC(C(=O)O)C(=O)O)(F)F